3-[(1-methylpiperidin-2-yl)methoxy]pyridine-4-carbonitrile CN1C(CCCC1)COC=1C=NC=CC1C#N